BrC1=CC(=C(C=C1C)NC1=NN(C2=CC=CC=C12)C)C1CC1 N-(4-bromo-2-cyclopropyl-5-methylphenyl)-1-methylindazol-3-amine